1-(4-fluorobenzyl)-5-hydroxy-N-methyl-2-oxo-2,3-dihydro-1H-benzo[b]azepine-4-carboxamide FC1=CC=C(CN2C3=C(C(=C(CC2=O)C(=O)NC)O)C=CC=C3)C=C1